(2S,4R)-2-((tert-butoxycarbonyl)amino)-4-(allyl)glutaric acid dimethyl ester COC([C@H](C[C@H](C(=O)OC)CC=C)NC(=O)OC(C)(C)C)=O